9-(4-hydroxybicyclo[2.2.1]heptan-1-yl)-7-methyl-2-((6-methylbenzo[d][1,3]dioxol-5-yl)amino)-7,9-dihydro-8H-purin-8-one OC12CCC(CC1)(C2)N2C1=NC(=NC=C1N(C2=O)C)NC2=CC1=C(OCO1)C=C2C